4-(vinyl-d3)benzaldehyde C(=C([2H])[2H])(C1=CC=C(C=O)C=C1)[2H]